6-fluoro-2-methoxy-pyridine-3-carboxylic acid FC1=CC=C(C(=N1)OC)C(=O)O